N[C@@H]1CC[C@@H](N(C1)C(=O)C1=CC2=C(N(C(=N2)C=2N(C3=CC=CC=C3C2)CC2CC2)CC=2C=NN(C2)C)C(=C1)OC)C ((2S,5R)-5-amino-2-methylpiperidin-1-yl)(2-(1-(cyclopropylmethyl)-1H-indol-2-yl)-7-methoxy-1-((1-methyl-1H-pyrazol-4-yl)methyl)-1H-benzo[d]imidazol-5-yl)methanone